(4aR,8aS)-6-[6-[[3-[1-(trifluoromethyl)cyclopropyl]-1,2,4-oxadiazol-5-yl]methyl]-2-azaspiro[3.3]heptane-2-carbonyl]-4,4a,5,7,8,8a-hexahydropyrido[4,3-b][1,4]oxazin-3-one FC(C1(CC1)C1=NOC(=N1)CC1CC2(CN(C2)C(=O)N2C[C@@H]3[C@@H](OCC(N3)=O)CC2)C1)(F)F